4-(2-Bromoacetyl)piperazine-1-carboxylic acid tert-butyl ester C(C)(C)(C)OC(=O)N1CCN(CC1)C(CBr)=O